12-hydroxy-4,6,8,10-tetramethyltridecyloxymethyl ether OC(CC(CC(CC(CC(CCCOCOCOCCCC(CC(CC(CC(CC(C)O)C)C)C)C)C)C)C)C)C